FC=1C=C2CCN(CC2=CC1)C1=NSC2=C1C=CC=C2NC(CC(C)(C)C)=O N-(3-(6-fluoro-3,4-dihydroisoquinolin-2(1H)-yl)benzo[d]isothiazol-7-yl)-3,3-dimethylbutyramide